5,5-dimethyl-3-methylene-1-(prop-1-en-2-yl)pyrrolidin-2-one CC1(CC(C(N1C(=C)C)=O)=C)C